FC1(CCC1)CNC=1N=CC2=C(N1)NC=C2C=2C=C1C(CNC(C1=CC2)=O)(C)C 6-(2-(((1-fluorocyclobutyl)methyl)amino)-7H-pyrrolo[2,3-d]pyrimidin-5-yl)-4,4-dimethyl-3,4-dihydroisoquinolin-1(2H)-one